Trimethylolmethylamine C(O)C(CO)(CO)N